BrC1=C(C=C(C=C1F)CO)F (4-bromo-3,5-difluorophenyl)methanol